FC=1C(=C(C=CC1F)[C@H]1[C@@H](O[C@]([C@H]1C)(C(F)(F)F)C)C(=O)O)C |r| rac-(2R,3S,4S,5R)-3-(3,4-difluoro-2-methylphenyl)-4,5-dimethyl-5-(trifluoromethyl)tetrahydrofuran-2-carboxylic acid